C(C1=CC=CC=C1)OC(=O)N1[C@@H](C[C@@H](C1)OC1=CC=C(C=C1)C(F)(F)F)CO (2S,4S)-2-(hydroxymethyl)-4-(4-(trifluoromethyl)phenoxy)pyrrolidine-1-carboxylic acid benzyl ester